IC=1C=C(C=CC1OC)NC (3-iodo-4-methoxyphenyl)(methyl)ammonia